N-(adamantan-1-yl)-2-((6-methoxy-2-(methylthio)pyrimidin-4-yl)oxy)acetamide Ethyl-5-(bromomethyl)-1-(4-chloro-2-(2-fluorobenzoyl)phenyl)-1H-pyrazole-3-carboxylate C(C)OC(=O)C1=NN(C(=C1)CBr)C1=C(C=C(C=C1)Cl)C(C1=C(C=CC=C1)F)=O.C12(CC3CC(CC(C1)C3)C2)NC(COC2=NC(=NC(=C2)OC)SC)=O